FC=1C=C(C=C(C1)F)C(C(C)C)=O 1-(3,5-difluorophenyl)-2-methylpropan-1-one